(2R,6R)-4-((R)-1-(3,5-difluoro-4-methylpyridin-2-yl)-3-methoxypropyl)-1-isobutyryl-6-methyl-N-(4-(pyrimidin-2-yl)benzyl)piperazine-2-carboxamide FC=1C(=NC=C(C1C)F)[C@@H](CCOC)N1C[C@@H](N([C@@H](C1)C)C(C(C)C)=O)C(=O)NCC1=CC=C(C=C1)C1=NC=CC=N1